ClC1=C(C=C2C=C(N=CC2=C1)NC(=O)C1C(C1C)(F)F)C1CCN(CC1)C1COC1 N-(7-chloro-6-(1-(oxetan-3-yl)piperidin-4-yl)isoquinolin-3-yl)-2,2-difluoro-3-methylcyclopropane-1-carboxamide